methyl (S)-3-(3-bromo-5-(difluoromethyl)phenyl)-2-((tert-butoxycarbonyl)amino)propanoate BrC=1C=C(C=C(C1)C(F)F)C[C@@H](C(=O)OC)NC(=O)OC(C)(C)C